C(=O)(C=C)C(=CC1=CC=CC=C1)C=CC#N acryl-styreneacrylonitrile